(1S,2S)-2-((tert-butyldimethylsilyl)oxy)-N-((1-methyl-1H-imidazol-2-yl)methyl)cyclohexan-1-amine [Si](C)(C)(C(C)(C)C)O[C@@H]1[C@H](CCCC1)NCC=1N(C=CN1)C